ClC1=CC=C(C(=N1)S(=O)(=O)N)O[C@H](C)C=1C=C(C=C2C(C(=C(OC12)C1=CC(=CC=C1)C#N)C)=O)C 6-Chloro-3-[(1R)-1-[2-(3-cyanophenyl)-3,6-dimethyl-4-oxo-chromen-8-yl]ethoxy]pyridine-2-sulfonamide